[Cu]I.OC(C)(C)C=1N=CC(=NC1)N1C(O[C@]2(C1)C[C@H](C(CC2)(C)C)CN2C=NC1=C2C=C(C=C1)C#N)=O (((5S,7R)-3-(5-(2-Hydroxypropan-2-yl)pyrazin-2-yl)-8,8-dimethyl-2-oxo-1-oxa-3-azaspiro[4.5]decan-7-yl)methyl)-1H-benzo[d]imidazole-6-carbonitrile Copper (I) iodide